methyl-heptyl-nonanoic acid CC(C(=O)O)(CCCCCCC)CCCCCCC